CC=1SC(=CC1B(O)O)C 2,5-dimethyl-thiophene-3-boronic acid